COC[C@]1(N2[C@@H](C[C@@H](C1=O)CC2)C)COP(=O)(OC2=CC=CC=C2)N[C@@H](C(C)C)C(=O)OCC2=CC=CC=C2 benzyl ((((1R,2S,4S,6R)-2-(methoxymethyl)-6-methyl-3-oxoquinuclidin-2-yl)methoxy)(phenoxy)phosphoryl)-L-valinate